C(C)(C)(C)OC(NC=1C=C2C(OC(C2=CC1)=O)(CO)CF)=O tert-butyl-3-(fluoromethyl)-3-(hydroxymethyl)-1-oxo-1,3-dihydroisobenzofuran-5-ylcarbamate